COC1=C(OC=2C(=NC(=NC2OC([2H])([2H])[2H])C2=CC=NC=C2)NS(=O)(=O)C2=NC=C(C=C2)C)C=CC=C1 N-[5-(2-methoxyphenoxy)-2-pyridin-4-yl-6-(trideuteriomethoxy)pyrimidine-4-yl]-5-methylpyridine-2-sulfonamide